CN(CCOC1=CC=C(C=C1)NC=1N=CC2=C(N1)N(C(C=C2C#C)=O)C)C 2-((4-(2-(dimethylamino)ethoxy)phenyl)amino)-5-ethynyl-8-methylpyrido[2,3-d]pyrimidin-7(8H)-one